2-methyl-2-(morpholin-4-yl)propanal CC(C=O)(C)N1CCOCC1